BrC1=CC(=C(CNC2=C(C=NC3=CC(=C(C=C23)F)OC)C(=O)OCC)C(=C1)F)F Ethyl 4-((4-bromo-2,6-difluorobenzyl)amino)-6-fluoro-7-methoxyquinoline-3-carboxylate